FC=1C=C(C=CC1N1[C@H]2CS(C[C@@H]1CC2)=O)N2C(O[C@H](C2)CNC(OC)=O)=O Methyl (((5S)-3-(3-fluoro-4-((1R,5S)-3-oxido-3-thia-8-azabicyclo[3.2.1]octan-8-yl)phenyl)-2-oxooxazolidin-5-yl) methyl)carbamate